2-[[4-iodo-6-[(3R)-3-methylmorpholin-4-yl]pyrazolo[3,4-b]pyridin-1-yl]methoxy]ethyl-trimethylsilane IC1=C2C(=NC(=C1)N1[C@@H](COCC1)C)N(N=C2)COCC[Si](C)(C)C